octadecyl-dimethyl-(4-trimethoxysilylbutyl)ammonium chloride [Cl-].C(CCCCCCCCCCCCCCCCC)[N+](CCCC[Si](OC)(OC)OC)(C)C